isopropyl (R)-2-(6-(1-((tert-butoxycarbonyl)amino)ethyl)-1H-pyrrolo[2,3-b]pyridin-2-yl)-1-cyclopropyl-7-methoxy-1H-benzo[d]imidazole-5-carboxylate C(C)(C)(C)OC(=O)N[C@H](C)C1=CC=C2C(=N1)NC(=C2)C2=NC1=C(N2C2CC2)C(=CC(=C1)C(=O)OC(C)C)OC